C1OC=2C=C(CNC3=NC=NC4=CC=C(C=C34)Cl)C=CC2O1 4-((3,4-methylenedioxybenzyl)amino)-6-Chloroquinazoline